O([Si](C1=CC=CC=C1)(C1=CC=CC=C1)C(C)(C)C)CC1CCN(CC1)C1CN(C1)C(=O)[O-] 3-(4-((tert-butyldiphenylsiloxy)methyl)piperidine-1-yl)azetidine-1-carboxylate